C-(1,3-Dimethyl-1H-indazol-6-yl)-methyl-amine hydrochloride Cl.CN1N=C(C2=CC=C(C=C12)CN)C